ClC=1N(N=C2C=CC(=CC12)COC1=CC=C2C=C(COC2=C1)C=O)CCC 7-(3-chloro-2-propyl-2H-indazol-5-ylmethoxy)-2H-chromene-3-carbaldehyde